Lithium Fluoromalonat FC(C(=O)[O-])C(=O)[O-].[Li+].[Li+]